CN1C[C@@H]([C@H](CC1)NC(=O)C1=CC(=CC=2N(C=NC21)CC(F)(F)F)C#CCNC=2C(OC)=CC=C(C2)S(=O)(=O)C)C N-[(3S,4S)-1-methyl-3-methyl-4-piperidyl]-6-[3-(4-mesyl-2-anisidino)-1-propynyl]-1-(2,2,2-trifluoroethyl)-1H-benzo[d]imidazole-4-carboxamide